Trans-2-nonenal C(\C=C\CCCCCC)=O